(S)-4,6-dichloro-2-(1-cyclopropylethyl)-1H-pyrrolo[3,4-c]pyridin-3(2H)-one ClC1=NC(=CC2=C1C(N(C2)[C@@H](C)C2CC2)=O)Cl